methyl 3-(4-(4-bromophenoxy) phenyl)-3-oxopropionate BrC1=CC=C(OC2=CC=C(C=C2)C(CC(=O)OC)=O)C=C1